ethanol-monoxide C(C)[OH+][O-]